7-(4-chloro-2-fluoro-3-(1-(1-(4-fluorophenyl)ethyl)-1H-pyrazol-4-yl)phenyl)-[1,2,4]triazolo[1,5-a]pyridin-2-amine ClC1=C(C(=C(C=C1)C1=CC=2N(C=C1)N=C(N2)N)F)C=2C=NN(C2)C(C)C2=CC=C(C=C2)F